2-(3-fluorophenyl)propan-2-amine hydrochloride Cl.FC=1C=C(C=CC1)C(C)(C)N